Cyclopenta[b]benzofurane C1C=CC=2OC3=C(C21)C=CC=C3